OCC(C#N)=CC=C 2-(Hydroxymethyl)pentadienenitrile